NC1CC(C(CC1CC)N)CC 1,4-diamino-3,6-diethyl-cyclohexane